Ethyl 4-iodo-5-methyl-1-(6-methyl-3-pyridyl)pyrrole-2-carboxylate IC=1C=C(N(C1C)C=1C=NC(=CC1)C)C(=O)OCC